N[C@H](C(=O)O)CCP(=O)(O)O.N[C@H](C(=O)O)CCP(=O)(O)O L-2-amino-4-phosphonobutyric acid (L-2-amino-4-phosphonobutyrate)